BrC=1C=C(C=CC1)C1=C(C(C(=C1C=1C=NC=NC1)C1=CC=C(C=C1)O)=O)C1=CC=C(C=C1)O 3-(3-Bromophenyl)-2,5-di(4-hydroxyphenyl)-4-(5-pyrimidyl)-2,4-cyclopentadien-1-one